CN1C(N=C(C2=CC(=CC=C12)C#N)N1CCOCC2=C1C=CC=C2C#CC2(CC2)C(F)(F)F)=O 1-methyl-2-oxo-4-(6-((1-(trifluoromethyl)cyclopropyl)ethynyl)-2,3-dihydrobenzo[e][1,4]oxazepin-1(5H)-yl)-1,2-dihydroquinazoline-6-carbonitrile